N-methyl-N-(1-(oxazol-4-yl)cyclopropyl)-4,5,6,7-tetrahydroisoxazolo[4,5-c]pyridine-3-carboxamide hydrochloride Cl.CN(C(=O)C1=NOC2=C1CNCC2)C2(CC2)C=2N=COC2